6-[4-[acetyl(methyl)amino]-3-ethyl-phenyl]-N-[(2-methyl-3-pyridyl)methyl]pyridine-3-carboxamide C(C)(=O)N(C1=C(C=C(C=C1)C1=CC=C(C=N1)C(=O)NCC=1C(=NC=CC1)C)CC)C